ClC1=CC(=NC(=C1)N(CC)C1CCC1)C(=O)NC=1C(=C(C(=O)O)C=CC1)C (4-Chloro-6-(cyclobutyl(ethyl)amino)picolinamido)2-methylbenzoic acid